N-[(2,4-Difluoro-phenyl)-methyl]-2-ethylsulfanyl-4-methyl-6-morpholin-4-yl-pyridine-3-carboxylic acid amide FC1=C(C=CC(=C1)F)CNC(=O)C=1C(=NC(=CC1C)N1CCOCC1)SCC